9-(1-(2'-chloro-[1,1'-biphenyl]-4-yl)naphthalen-2-yl)-9H-carbazole ClC1=C(C=CC=C1)C1=CC=C(C=C1)C1=C(C=CC2=CC=CC=C12)N1C2=CC=CC=C2C=2C=CC=CC12